N[C@@H](C(=O)O)CCCCO (R)-2-amino-6-hydroxyhexanoic acid